5,6-dichloro-1-(phenylsulfonyl)-1H-indole ClC=1C=C2C=CN(C2=CC1Cl)S(=O)(=O)C1=CC=CC=C1